ClC1=C2CCN([C@@H](C2=C(C=C1)OCC=1N=CSC1C)CN1CC2(CC2)CC1=O)C(=O)[C@H]1[C@](CCCC1)(C(=O)O)C (1S,2R)-2-((S)-5-chloro-8-((5-methylthiazol-4-yl)methoxy)-1-((6-oxo-5-azaspiro[2.4]heptan-5-yl)methyl)-1,2,3,4-tetrahydroisoquinoline-2-carbonyl)-1-methylcyclohexane-1-carboxylic acid